1-(2-bromo-3-hydroxy-6-methylpyridin-4-yl)-3-(pyridin-4-yl)propane-1,3-dione BrC1=NC(=CC(=C1O)C(CC(=O)C1=CC=NC=C1)=O)C